m-{4-[({[(3R)-5-oxo-3-pyrrolidinyl]methyl}amino)carbonyl]-7-(2,6-dimethyl-4-pyridinyl)-1,5,9-triazabicyclo[4.3.0]non-2,4,6,8-tetraen-8-yl}benzonitrile O=C1C[C@H](CN1)CNC(=O)C=1C=CN2N=C(C(=C2N1)C1=CC(=NC(=C1)C)C)C=1C=C(C#N)C=CC1